C12CN(CC2C1)C1=NC2=C(C=C(C=C2C(N1C)=O)C)C(C)NC=1C(=NC(=CC1)C#N)C(=O)O 3-((1-(2-(3-Azabicyclo[3.1.0]hexan-3-yl)-3,6-dimethyl-4-oxo-3,4-dihydro-quinazolin-8-yl)ethyl)amino)-6-cyanopicolinic acid